N-((R)-1,1-dioxido-2,3-dihydrothiophen-3-yl)-4-fluoro-2-methylpiperidine-4-carboxamide O=S1(C[C@@H](C=C1)NC(=O)C1(CC(NCC1)C)F)=O